C(=CC(C)=C)OCCCC butyl isoprenyl ether